[2H]CC(=O)O deuteroacetic acid